COC1=CC=C(C=C1)N1N=C(C=C1C)OCCN1C=NC=C1 1-{2-[1-(4-methoxyphenyl)-5-methyl-1H-pyrazol-3-yloxy]ethyl}-1H-imidazole